4-Bromo-7-methoxy-1-p-toluenesulfonyl-1H-pyrrolo[2,3-c]pyridine BrC1=C2C(=C(N=C1)OC)N(C=C2)S(=O)(=O)C2=CC=C(C)C=C2